Methyl 1-[(2-ethoxyphenyl)methyl]-5-(1-ethyl-1H-indazol-6-yl)-1H-pyrazole-3-carboxylate C(C)OC1=C(C=CC=C1)CN1N=C(C=C1C1=CC=C2C=NN(C2=C1)CC)C(=O)OC